FC=1C=C(C=CC1)N1C[C@@H](CCC1)NC1=CC(=NC=C1)N1CCOCC1 (R)-N-(1-(3-fluorophenyl)piperidin-3-yl)-2-morpholinopyridin-4-amine